COC=1C(=C2C=CNC2=C(C1)C)CN1C(CC(CC1)N1N=CC=C1)C1=CC=C(C(=O)O)C=C1 4-(1-((5-methoxy-7-methyl-1H-indol-4-yl)methyl)-4-(1H-pyrazol-1-yl)piperidin-2-yl)benzoic acid